IC=1C=NN(C1)C1OCCCC1 4-iodo-1-(tetrahydro-2H-pyran-2-yl)-1H-Pyrazole